ClC=1C=CC(=C(C1)[C@H](CCNC)CCN1CCCCC1)F (R)-3-(5-chloro-2-fluorophenyl)-N-methyl-5-(piperidin-1-yl)pentan-1-amine